C(C)OC1=C(C(=CC(=C1)C(C)=O)OCC)C(C)=O 1,1'-(2,6-Diethoxy-1,4-phenylene)di(ethan-1-one)